(S)-2-(4-(4-(1-(sec-butyl)-1H-pyrazol-4-yl)pyrazolo[1,5-a]pyrazin-6-yl)-1H-pyrazol-1-yl)propane-1,3-diol [C@H](C)(CC)N1N=CC(=C1)C=1C=2N(C=C(N1)C=1C=NN(C1)C(CO)CO)N=CC2